C(C#C)NC(=O)C1=CC=C(C=C1)/C=C/S(=O)(=O)F (E)-2-(4-(prop-2-yn-1-ylcarbamoyl)phenyl)ethene-1-sulfonyl fluoride